N1C(=NC2=C1C=CC=C2)N[C@@H]2C[C@H](CC2)NC2=CC=C(C=N2)N2C(C=CC=C2)=O 6'-(((1S,3S)-3-((1H-Benzo[d]imidazol-2-yl)amino)cyclopentyl)amino)-2H-[1,3'-bipyridin]-2-one